NCCOCCOCCC(C(=O)N)(C(C(=O)N)O)O 2-(2-(2-(2-aminoethoxy)ethoxy)ethyl)-2,3-dihydroxybutanediamide